CN(CCC(F)(F)F)C#C N-methyl-N-(3,3,3-trifluoropropyl)-2-acetylenylamine